2-fluoro-3-methoxybenzaldehyde oxime FC1=C(C=NO)C=CC=C1OC